dipalmitoyl-butanediamine diacetic acid C(C)(=O)O.C(C)(=O)O.C(CCCCCCCCCCCCCCC)(=O)C(C(N)(N)C(CCCCCCCCCCCCCCC)=O)CC